C(CCCCCCCCCCCCCC)[N+](C)(C)C pentadecyl-trimethylammonium